C1(=CC=CC=C1)[C@H]1[C@@H](C1)N[C@@H]1C[C@H](C1)N (trans)-N1-((1R,2S)-2-phenylcyclopropyl)cyclobutane-1,3-diamine